N,N-diphenyl-4-vinyl-aniline C1(=CC=CC=C1)N(C1=CC=C(C=C1)C=C)C1=CC=CC=C1